BrC1=C2C(=NC(=NC2=C(C(=C1)Cl)F)SCC)N1[C@@H](CCCCC1)CCB1OC(C(O1)(C)C)(C)C (R)-5-bromo-7-chloro-2-(ethylthio)-8-fluoro-4-(2-(2-(4,4,5,5-tetramethyl-1,3,2-dioxaborolan-2-yl)ethyl)azepan-1-yl)quinazoline